Cl.NC1=CC(=C2C(=N1)C=C(S2)C2=CC=NN2)N[C@H]2C[C@@H](CC2)O (1R,3R)-3-((5-amino-2-(1H-pyrazol-5-yl)thieno[3,2-b]pyridin-7-yl)amino)cyclopentanol hydrochloride